2-chlorocyclohex-1-ene-1,3-dicarbaldehyde ClC1=C(CCCC1C=O)C=O